Cl.NC=1C(=NC(=CN1)C=1C=NN(C1)C1CCN(CC1)CCCN1CCNCC1)C(=O)O[C@@H](C(=O)NC1=CC=C(C=C1)F)C1=C(C=CC=C1)Cl (R)-1-(2-chlorophenyl)-2-((4-fluorophenyl)amino)-2-oxoethyl 3-amino-6-(1-(1-(3-(piperazin-1-yl)propyl)piperidin-4-yl)-1H-pyrazol-4-yl)pyrazine-2-carboxylate hydrochloride